FC(F)(F)C1=C(C=CC=C1)C1=CC=C(C=C1)C1=NC=NC2=CC=CC=C12 4-(4-(trifluoromethylphenyl)phenyl)quinazoline